OC(CCCCCCCC(=O)O)C(CCCCCC)O 9,10-dihydroxy-hexadecanoic acid